C(C)(C)(C)OC(CCCCCNC=1C=C2CN(C(C2=CC1)=O)C1C(NC(CC1)=O)=O)=O.CC1=C(C(=CC(=C1)C)C)S(=O)(=O)ON1C(C=2C(C1=O)=CC=CC2)=O N-(2,4,6-trimethylphenyl)sulfonyloxy-phthalimide tert-butyl-6-((2-(2,6-dioxopiperidin-3-yl)-1-oxoisoindolin-5-yl)amino)hexanoate